tert-butyl (2-hydroxy-1-phenylpropyl)carbamate OC(C(C1=CC=CC=C1)NC(OC(C)(C)C)=O)C